1-(4-((4-(4-((3-isopropoxyazetidine-1-carboxamido)methyl)-3-methylphenyl)pyrimidin-2-yl)amino)phenyl)azetidin C(C)(C)OC1CN(C1)C(=O)NCC1=C(C=C(C=C1)C1=NC(=NC=C1)NC1=CC=C(C=C1)N1CCC1)C